(2S,5R)-7-oxo-6-(benzyloxy)-1,6-diazabicyclo[3.2.1]octane-2-carboxamide O=C1N([C@@H]2CC[C@H](N1C2)C(=O)N)OCC2=CC=CC=C2